N1=CC=CC2=CC(=CC=C12)C1=C2C=CC=C(C2=CC=C1)CN1CCOCC1 4-((5-(quinolin-6-yl)naphthalen-1-yl)methyl)morpholine